N1=C(C=CC(=C1)CNC(OC(C)(C)C)=O)C=1C=NC=CC1 Tert-butyl ([2,3'-bipyridyl]-5-ylmethyl)carbamate